8-[2-(2,3-dihydro-1,4-benzodioxin-2-ylmethylamino)ethyl]-8-azaspiro[4.5]-decane-7,9-dione O1C(COC2=C1C=CC=C2)CNCCN2C(CC1(CCCC1)CC2=O)=O